(1r,4r)-Methyl 4-(3-bromoanilino)-4-cyano-cyclohexanecarboxylate BrC=1C=C(NC2(CCC(CC2)C(=O)OC)C#N)C=CC1